ClC=1C=C(C=CC1Cl)NC1=CC(OC1)=O 4-((3,4-dichlorophenyl)amino)furan-2(5H)-one